Cl.NC/C(/CN1N=CN(C1=O)C1=CC(=C(C=C1)Br)F)=C\F 2-[(2E)-2-(aminomethyl)-3-fluoroprop-2-en-1-yl]-4-(4-bromo-3-fluorophenyl)-2,4-dihydro-3H-1,2,4-triazol-3-one hydrochloride